C1=CC=CC=2C3=CC=CC=C3C(C12)COC(=O)N[C@H](C(=O)NCC(=O)O)CC1=CC=CC=C1 2-[(2S)-2-({[(9H-fluoren-9-yl)methoxy]carbonyl}amino)-3-phenylpropanamido]acetic acid